N1(CCNCC1)C(=O)OC(C=1C=C2N=C(C=NC2=CC1)C=1C(=NN(C1)[C@@H]1C[C@H](C1)CN1C(C2=CC=CC=C2C1=O)=O)C1CC1)C(C)(C)C tert-butyl-((3-(3-cyclopropyl-1-(trans-3-((1,3-dioxoisoindolin-2-yl) methyl) cyclobutyl)-1H-pyrazol-4-yl) quinoxalin-6-yl) methyl) piperazine-1-carboxylate